C(C)NC1=CC2=C(N=C(S2)C2=NNC(=C2C(C)C)C=2C=C(C=3N(C2)N=CN3)C)C=C1 n-ethyl-2-(4-isopropyl-5-(8-methyl-[1,2,4]triazolo[1,5-a]pyridin-6-yl)-1H-pyrazol-3-yl)benzo[d]thiazol-6-amine